CC(C(=O)O)N(C(CCOCCOCCNC(CC)=O)=O)C 2,3-dimethyl-4,14-dioxo-7,10-dioxa-3,13-diazahexadecane-1-oic acid